α-butoxyethyl nicotinate C(C1=CN=CC=C1)(=O)OC(C)OCCCC